tert-butyl 3-hydroxy-5-((4-methoxybenzyl) oxy)-2,2-dimethylpentanoate OC(C(C(=O)OC(C)(C)C)(C)C)CCOCC1=CC=C(C=C1)OC